5-(6-(tert-Butylsulfonyl)-7-methoxyimidazo[1,2-a]pyridin-3-yl)-3-fluoro-2-methoxyaniline C(C)(C)(C)S(=O)(=O)C=1C(=CC=2N(C1)C(=CN2)C=2C=C(C(=C(N)C2)OC)F)OC